5-[3-(3-bromophenyl)oxetane-3-yl]-4-methyl-1,2,4-triazole-3-thiol BrC=1C=C(C=CC1)C1(COC1)C=1N(C(=NN1)S)C